2-(2-Hydroxy-4-methoxyphenyl)-4,6-diphenyl-1,3,5-triazin OC1=C(C=CC(=C1)OC)C1=NC(=NC(=N1)C1=CC=CC=C1)C1=CC=CC=C1